N-((2-(2,2,2-Trifluoroethoxy)pyridin-4-yl)methyl)-3-(1-(trifluoromethyl)cyclopropyl)propanamide FC(COC1=NC=CC(=C1)CNC(CCC1(CC1)C(F)(F)F)=O)(F)F